N-cyclohexyl-2-{methyl[2-(pyridin-2-yl)-5H,6H,7H-cyclopenta[d]pyrimidin-4-yl]amino}propenamide C1(CCCCC1)NC(C(=C)N(C=1C2=C(N=C(N1)C1=NC=CC=C1)CCC2)C)=O